1-(6-((4-methyl-1-oxo-1,3-dihydroisobenzofuran-5-yl)methoxy)-4-(piperidine-1-carbonyl)quinoline-2-carbonyl)-4-(1H-pyrazol-1-yl)piperidine-4-carbonitrile CC1=C2COC(C2=CC=C1COC=1C=C2C(=CC(=NC2=CC1)C(=O)N1CCC(CC1)(C#N)N1N=CC=C1)C(=O)N1CCCCC1)=O